P(=O)(OC[N+]1=C(C(=CC=C1)C1=CC(=NO1)CC1=CC=C(C=C1)CNC1=CC(=CC=C1)N=[N+]=[N-])N)(O)[O-] (2-amino-3-(3-(4-(((3-azidophenyl)amino)methyl)benzyl)isoxazol-5-yl)pyridin-1-ium-1-yl)methyl hydrogen phosphate